OCCC(O)(C(C(O)=N)CO)CCO Bis-(2-hydroxyethyl)-imino-TRIS-(hydroxymethyl)-methane